(3-bromo-6-((tert-butoxycarbonyl)amino)pyridin-2-yl)methylmethanesulfonate BrC=1C(=NC(=CC1)NC(=O)OC(C)(C)C)CCS(=O)(=O)[O-]